NC(C)C=1C(=C(C(=C2C=NNC12)C=1N=CC=2N(C1)C=C(N2)NC(=O)[C@H]2[C@H](C2)F)C(F)(F)F)F (1S,2S)-N-(6-(7-(1-aminoethyl)-6-fluoro-5-(trifluoromethyl)-1H-indazol-4-yl)imidazo[1,2-a]pyrazin-2-yl)-2-fluorocyclopropane-1-carboxamide